C(C)C=1NC(=C(N1)C1=CC=C(C=C1)F)C1=CC=C2C=NNC2=C1 6-(2-Ethyl-4-(4-fluorophenyl)-1H-imidazol-5-yl)-1H-indazole